FC1(CCCC=2C(=NC(=NC12)N1[C@H](CC1)C)N1CC(C1)CC(=O)O)F (S)-2-(1-(8,8-difluoro-2-(2-methylazetidin-1-yl)-5,6,7,8-tetrahydroquinazolin-4-yl)azetidin-3-yl)acetic acid